3-((3-((1s,3s)-3-(4-chlorophenyl)-3-fluorocyclobutyl)-1,2,4-oxadiazol-5-yl)methyl)-5-methylpyrido[2,3-d]pyrimidin-4(3H)-one ClC1=CC=C(C=C1)C1(CC(C1)C1=NOC(=N1)CN1C=NC2=C(C1=O)C(=CC=N2)C)F